O1C(CCC1)CN1CCNCC1 4-[(oxolan-2-yl)methyl]piperazin